C(#N)C1=CC=C(C=C1)C(CN[C@H](C(=O)NC1=NC=C(C=C1)N1N=CC(=C1)C)C1=CC=CC=C1)C (S)-2-((2-(4-cyanophenyl)-propyl)amino)-N-(5-(4-methyl-1H-pyrazol-1-yl)pyridin-2-yl)-2-phenylacetamide